ClC1=CC=C(C=C1)C1=NC(=NC(=C1)N1CCN(CC1)C=1C=C(C=CC1)C)C=1C=NC=CC1 4-(4-chlorophenyl)-2-(pyridin-3-yl)-6-(4-(m-tolyl)piperazin-1-yl)pyrimidine